C1(CCC1)N1N=C(C=2CC[C@@H]3[C@@H](NC=4C(=CN=C(NC21)N4)C(F)(F)F)COC3)C (10aR,13aR)-3-cyclobutyl-1-methyl-8-(trifluoromethyl)-3,4,10a,11,13,13a,14,15-octahydro-10H-5,9-(azeno)furo[3,4-h]pyrazolo[4,3-l][1,3,7]triazacyclotridecine